(aminomethyl)-1,7a-dimethyloctahydro-1H-inden NCC1(CCC2CCCCC12C)C